CC1=CC=C(C=C1)C=1C(=CC(=CC1)C(=O)N1CC(CC1)C=1C=NC=CC1)C1=CC=C(C=C1)C#N 4''-methyl-5'-(3-(pyridin-3-yl)pyrrolidine-1-carbonyl)-[1,1':2',1''-terphenyl]-4-carbonitrile